C1(=CC=CC=C1)S(=O)(=O)O.NC1=C(N=C(C(=N1)N1CCC2(CC1)[C@@H](C1=CC=CC=C1C2)N)F)SC2=C(C(=NC=C2)N)Cl (S)-1'-(6-amino-5-((2-amino-3-chloropyridin-4-yl)thio)-3-fluoropyrazin-2-yl)-1,3-dihydro-spiro[indene-2,4'-piperidine]-1-amine benzenesulfonate